ClC1=C(C2=C(C=N1)C=CN2)OC 6-Chloro-7-methoxy-1H-pyrrolo[3,2-c]pyridine